The molecule is 4-Aminobenzoic acid in which one of the hydrogens ortho- to the carboxylic acid group is substituted by chlorine. It is an aminobenzoic acid and a member of monochlorobenzenes. C1=CC(=C(C=C1N)Cl)C(=O)O